C(C)S(=O)(=O)C=1C=C(C=NC1C1=NC2=C(N1C)C=CC(=C2)S(=O)C(F)(F)F)C(=NO)N 5-ethylsulfonyl-N'-hydroxy-6-(1-methyl-5-trifluoromethylsulfinyl-1H-benzo[d]imidazol-2-yl)pyridine-3-carboxamidine